(1R,2S,5S)-3-((S)-2-hydroxy-3,3-dimethylbutanoyl)-6,6-dimethyl-N-((S)-3-oxo-1-((S)-2-oxopyrrolidin-3-yl)-4-(trifluoromethoxy)butan-2-yl)-3-azabicyclo[3.1.0]hexane-2-carboxamide O[C@H](C(=O)N1[C@@H]([C@H]2C([C@H]2C1)(C)C)C(=O)N[C@@H](C[C@H]1C(NCC1)=O)C(COC(F)(F)F)=O)C(C)(C)C